N-(3-fluoro-4-((1-isopropyl-2-oxo-2,3-dihydro-1H-imidazo[4,5-b]pyridine-7-yl)oxy)phenyl)-5-methyl-1-phenyl-1H-1,2,3-triazole-4-carboxamide FC=1C=C(C=CC1OC1=C2C(=NC=C1)NC(N2C(C)C)=O)NC(=O)C=2N=NN(C2C)C2=CC=CC=C2